(2E,4E)-3-methyl-5-((1S,2S)-2-methyl-2-(5,5,8,8-tetramethyl-5,6,7,8-tetrahydronaphthalen-2-yl)cyclopropyl)penta-2,4-dienoic acid magnesium salt [Mg+2].C\C(=C/C(=O)[O-])\C=C\[C@H]1[C@](C1)(C1=CC=2C(CCC(C2C=C1)(C)C)(C)C)C.C\C(=C/C(=O)[O-])\C=C\[C@H]1[C@@](C1)(C)C1=CC=2C(CCC(C2C=C1)(C)C)(C)C